3-[(3S)-3-amino-3-methylpyrrolidin-1-yl]-5-chloro-N-[(1S)-1-cyclopropylethyl]-4-(3,5-difluorophenyl)pyridine-2-carboxamide N[C@@]1(CN(CC1)C=1C(=NC=C(C1C1=CC(=CC(=C1)F)F)Cl)C(=O)N[C@@H](C)C1CC1)C